ethyl 3,5-difluoro-2-morpholin-4-yl-4-(4,4,5,5-tetramethyl-1,3,2-dioxaborolan-2-yl)benzoate FC=1C(=C(C(=O)OCC)C=C(C1B1OC(C(O1)(C)C)(C)C)F)N1CCOCC1